2-[(1S,2S,4R,8S,9S,11S,12S,13R)-6-cyclohexyl-11-hydroxy-9,13-dimethyl-16-oxo-5,7-dioxapentacyclo[10.8.0.02,9.04,8.013,18]icosa-14,17-dien-8-yl]-2-oxoethyl 2-methylpropanoate CC(C(=O)OCC(=O)[C@@]12OC(O[C@@H]1C[C@H]1[C@@H]3CCC4=CC(C=C[C@@]4([C@H]3[C@H](C[C@]21C)O)C)=O)C2CCCCC2)C